ClC1=CC=C(C=C1)C1=C(CCC(C1)(C)C)CN1C2CN(CC1CC2)C(=O)C=2C=C1CN(C(C1=C(C2)F)=O)C2C(NC(CC2)=O)=O 3-(5-(8-((4'-chloro-5,5-dimethyl-3,4,5,6-tetrahydro-[1,1'-biphenyl]-2-yl)methyl)-3,8-diazabicyclo[3.2.1]octane-3-carbonyl)-7-fluoro-1-oxoisoindolin-2-yl)piperidine-2,6-dione